furo[3,2-d]thiazolidine N1CSC2=C1C=CO2